C(C)S(=O)(=O)C=1C(=NC=C(C1)C(F)(F)F)C1=NC=2C(=NC=C(C2)C(C(F)(F)F)(F)F)N1C 2-(3-ethylsulfonyl-5-trifluoromethyl-pyridin-2-yl)-3-methyl-6-pentafluoroethyl-3H-imidazo[4,5-b]pyridine